FC1=C(C(=O)N2CCN(CC2)C(CN2CCC(CC2)OC2C3CN(C(C2)C3)C(=O)OC(C)(C)C)=O)C=C(C=C1)CC1=NNC(C3=CC=CC=C13)=O tert-butyl 5-[[1-[2-[4-[2-fluoro-5-[(4-oxo-3H-phthalazin-1-yl) methyl]benzoyl]piperazin-1-yl]-2-oxoethyl]-4-piperidyl]oxy]-2-azabicyclo[2.2.1]heptane-2-carboxylate